C(#N)C1=NC=CC=C1C=1C=NC(=CC1)/C=C/[C@H]1[C@@H](C(C[C@]2(C(O[C@@H]([C@@H]12)C)=O)CC(=O)N)(F)F)C 2-((1R,3aR,6S,7R,7aS)-7-((E)-2-(2'-cyano-[3,3'-bipyridin]-6-yl)vinyl)-5,5-difluoro-1,6-dimethyl-3-oxooctahydroisobenzofuran-3a-yl)acetamide